Imidazol-2-one trifluoroacetate FC(C(=O)O)(F)F.N=1C(N=CC1)=O